5-fluoro-N-(5-fluoro-2,3-dihydrobenzofuran-3-yl)-2-methoxy-N-methylnicotinamide FC=1C=NC(=C(C(=O)N(C)C2COC3=C2C=C(C=C3)F)C1)OC